2-dimethylamino-2-benzyl-1-(4-morpholinophenyl)butane-1-on CN(C(C(=O)C1=CC=C(C=C1)N1CCOCC1)(CC)CC1=CC=CC=C1)C